C(CCCCCCCCCCCCCCC)OC(C=C)=O.[Na] sodium hexadecylacrylate